6-((3-tert-butyl-7-(5-methylisoxazol-3-yl)pyrazolo[1,5-d][1,2,4]triazin-2-yl-oxy)methyl)-N-ethylnicotinamide C(C)(C)(C)C=1C(=NN2C(=NN=CC21)C2=NOC(=C2)C)OCC2=NC=C(C(=O)NCC)C=C2